N-((4-(6-(trifluoromethyl)pyridin-3-yl)-1,2,3,4-tetrahydropyrazino[2,3-b]pyrazin-2-yl)methyl)acrylamide FC(C1=CC=C(C=N1)N1CC(NC2=NC=CN=C21)CNC(C=C)=O)(F)F